FC(C1=NN(C=C1NC(=O)C=1C=NN2C1N=C(C=C2)N2CC1OC(C2)C1)C1CCC(CC1)C=O)F N-[3-(difluoromethyl)-1-(4-formylcyclohexyl)pyrazol-4-yl]-5-(6-oxa-3-azabicyclo[3.1.1]hept-3-yl)pyrazolo[1,5-a]pyrimidine-3-carboxamide